(6S,7S)-6-((2,5-difluoro-[1,1'-biphenyl]-3-yl)methyl)-7-((fluoromethyl)sulfonamido)-N-(2,2,2-trifluoroethyl)-5-azaspiro[2.4]heptane-5-carboxamide FC1=C(C=C(C=C1C[C@@H]1N(CC2(CC2)[C@@H]1NS(=O)(=O)CF)C(=O)NCC(F)(F)F)F)C1=CC=CC=C1